6-amino-2-(4-aminophenoxy)benzoxazole NC1=CC2=C(N=C(O2)OC2=CC=C(C=C2)N)C=C1